NC=1C(=NC(=C(N1)N)Cl)C(=O)NC(NCCCCC1=CC=C(C=C1)C1=CC=C(C=C1)CCC(=O)N[C@@H](CCCCNC[C@@H]([C@H]([C@@H]([C@@H](CO)O)O)O)O)C(=O)OC)=N methyl N2-(3-(4'-(4-(3-(3,5-diamino-6-chloropyrazine-2-carbonyl) guanidino)butyl)-[1,1'-biphenyl]-4-yl)propanoyl)-N6-((2S,3R,4R,5R)-2,3,4,5,6-pentahydroxyhexyl)-L-lysinate